N-(pentylsulfonyl)acrylamide C(CCCC)S(=O)(=O)NC(C=C)=O